(1R,8R)-6-(2-chloro-5-hydroxyphenyl)-10-(2-propanyl)-4-(2-(2-propenoyl)-2,6-diazaspiro[3.4]octan-6-yl)-3,10-diazatricyclo[6.2.2.02,7]dodeca-2,4,6-triene-5-carbonitrile ClC1=C(C=C(C=C1)O)C=1C(=C(N=C2[C@@H]3N(C[C@@H](C12)CC3)C(C)C)N3CC1(CN(C1)C(C=C)=O)CC3)C#N